[6-(5-cyclopropyl-4H-1,2,4-triazol-3-yl)-2-azaspiro[3.3]heptan-2-yl]-[3-[4-[[1-(trifluoromethyl)cyclopropyl]amino]phenyl]azetidin-1-yl]methanone C1(CC1)C=1NC(=NN1)C1CC2(CN(C2)C(=O)N2CC(C2)C2=CC=C(C=C2)NC2(CC2)C(F)(F)F)C1